(S)-N-(5-(2-amino-[1,2,4]triazolo[1,5-a]pyridin-7-yl)-2-cyclopropylphenyl)-3-Phenylisooxazolidine-2-carboxamide NC1=NN2C(C=C(C=C2)C=2C=CC(=C(C2)NC(=O)N2OCC[C@H]2C2=CC=CC=C2)C2CC2)=N1